ClC=1C=C(C=C(C1)C=1C2=CC=CC=C2C=2C=CC=CC2C1)C1=CC=C(C=C1)C#N 3'-Chloro-5'-(phenanthren-9-yl)-[1,1'-biphenyl]-4-carbonitrile